N-(2,2-dimethyl-3-phenylpropyl)-3-methyl-2,4-dioxo-1,2,3,4-tetrahydro-pyrimidine-5-carboxamide CC(CNC(=O)C=1C(N(C(NC1)=O)C)=O)(CC1=CC=CC=C1)C